COC(=O)C1=CNC=C(C1C1=CC(=CC=C1)C(F)(F)F)C(=O)OC 4-(3-(trifluoromethyl)phenyl)-1,4-dihydropyridine-3,5-dicarboxylic acid dimethyl ester